C(C)(=O)N[C@@H](CC(=O)[O-])C(=O)[O-] N-Acetyl-L-Aspartat